BrC=1C=C(C=C2C=C(C=NC12)C(=O)OC)OC(F)F methyl 8-bromo-6-(difluoromethoxy)quinoline-3-carboxylate